CC(CC(=O)N1CCN(CC1)C1=CC=C(C=C1)C=1C=2N(C=C(C1)C=1C=NN(C1)C[C@@H](C)O)N=CC2C#N)(C)C (R)-4-(4-(4-(3,3-dimethylbutyryl)piperazin-1-yl)phenyl)-6-(1-(2-hydroxypropyl)-1H-pyrazol-4-yl)pyrazolo[1,5-a]pyridine-3-carbonitrile